C(C)(C)(C)OC(NN)=O.BrC=1C=C(C(=C(C1)S(=O)(=O)N1CC(C(CC1)NNC(OC(C)(C)C)=O)(C)C)OC)F tert-butyl N-[[1-(5-bromo-3-fluoro-2-methoxy-phenyl)sulfonyl-3,3-dimethyl-4-piperidyl]amino]carbamate tert-butyl-N-aminocarbamate